FC(OC1=C(C=CC(=C1)C=1C=NN(C1)C)NC=1N=CC2=C(N1)C(=NC(=C2)C)NCC(C)(C)OC)F N2-(2-(difluoromethoxy)-4-(1-methyl-1H-pyrazol-4-yl)phenyl)-N8-(2-methoxy-2-methylpropyl)-6-methylpyrido[3,4-d]pyrimidine-2,8-diamine